C12COCC2COC1 3,7-dioxabicyclo-[3.3.0]octane